[Pb].[Ca] Calcium lead